2,3,6,7-tetrahydro-[1H]azepin N1CCC=CCC1